C(C)O.C(C)O.C(C)O.[Al] Aluminum triethanol